ClC=1C(N(C(=CC1OCC1=NC=C(C=C1F)F)C)C1=CC(=NC=C1Cl)C1=NC(=NC=C1)C(C(=O)NC)(C)C)=C=O 2-(4-(3,5'-dichloro-4-((3,5-difluoropyridin-2-yl)methoxy)-6-methyl-2-carbonyl-2H-[1,4'-bipyridin]-2'-yl)pyrimidin-2-yl)-N,2-dimethylpropionamide